CON(C([C@@H](CC)NC(OCC1=CC=CC=C1)=O)=O)C benzyl (R)-(1-(methoxy (methyl)amino)-1-oxobutan-2-yl)carbamate